[N-](S(=O)(=O)C(F)(F)F)S(=O)(=O)C(F)(F)F.C(CCCCC)[NH+](CCCCCC)CCCCCC N,N,N-trihexylammonium bistrifluoromethanesulfonimide salt